(E)-2-bromo-6-(3-(1-pyrrolidinyl)-1-p-tolyl-1-propenyl)pyridine BrC1=NC(=CC=C1)\C(=C\CN1CCCC1)\C1=CC=C(C=C1)C